Fluorocytidine F[C@@]1([C@H](O)[C@H](O)[C@@H](CO)O1)N1C(=O)N=C(N)C=C1